O=C1NC(CCC1N1C(C2=C(C1)C=C(S2)CNC(=O)NC2=C(C=C(C=C2)C)N(C)CC)=O)=O 1-((5-(2,6-dioxopiperidin-3-yl)-6-oxo-5,6-dihydro-4H-thieno[2,3-c]pyrrol-2-yl)methyl)-3-(3-(ethyl-(methyl)amino)-4-tolyl)urea